(2S)-2-((E)-3-(2-chloro-4-cyanophenyl)acrylamido)-N-(4-(cyclopropylamino)-3,4-dioxo-1-((S)-2-oxopyrrolidin-3-yl)butan-2-yl)-4,4-dimethylpentanamide ClC1=C(C=CC(=C1)C#N)/C=C/C(=O)N[C@H](C(=O)NC(C[C@H]1C(NCC1)=O)C(C(=O)NC1CC1)=O)CC(C)(C)C